N1C=C(C2=CC=CC=C12)C1=C(SC2=C1N(C(C2(C)C)=O)CC2=CSC(=C2)C(F)(F)F)C(=O)N (1H-indol-3-yl)-6,6-dimethyl-5-oxo-4-((5-(trifluoromethyl)thiophen-3-yl)methyl)-5,6-dihydro-4H-thieno[3,2-b]pyrrole-2-carboxamide